BrC(CN1C(N(C(N(C1=O)CC(CBr)Br)=O)CC(CBr)Br)=O)CBr 1,3,5-tris(2,3-dibromopropyl)-1,3,5-triazinane-2,4,6-trione